C(C)(C)(C)OC(=O)C1CC(C1)N1CC(C1)C1=C(C=C(C=C1)[N+](=O)[O-])F.C1(=CC=CC=C1)C=1C(=C(C(=C(C1)C1=CC=CC=C1)C1=C(C=CC=2OC3=C(C21)C=CC=C3)C3=NC=CC=C3)C3=NN=NC(=C3C3=CC=CC=C3)C3=CC=CC=C3)C3=CC=CC=C3 (diphenyl)(diphenyltriazinyl)[(pyridinyl)dibenzofuranyl]biphenyl tert-butyl-(1r,3r)-3-(3-(2-fluoro-4-nitrophenyl)azetidin-1-yl)cyclobutane-1-carboxylate